BrC=1C(=NC(=NC1)NC1=CC2=C(N(CCO2)CC2CCOCC2)C=C1)NC1=C(C=CC=C1)S(=O)(=O)C(C)C 5-bromo-N4-(2-isopropylsulfonylphenyl)-N2-[4-(tetrahydropyran-4-ylmethyl)-2,3-dihydro-1,4-benzoxazin-7-yl]pyrimidine-2,4-diamine